COC1=CC=C(C=C1)NC1=C(C=CC(=C1)NC1=CC=C(C=C1)OC)B(O)O 2,4-bis(4-methoxyphenyl)aminophenylboronic acid